BrC=1C=C(C=CC1)C[C@@H](C(=O)NC)N1N=C(C=C1)C1=CC(=CC=C1)Cl (S)-N-(3-(3-bromophenyl)-1-(methylamino)-1-oxopropan-2-yl)-3-(3-chlorophenyl)-1H-pyrazole